FC1=CC(=CC=2NC(OC21)=O)NC2=NC(=NC=C2C)NC2=CC(=C(C=C2)F)S(=O)(=O)C 7-fluoro-5-(2-(4-fluoro-3-(methylsulfonyl)phenylamino)-5-methylpyrimidin-4-ylamino)benzo[d]oxazol-2(3H)-one